C1(=CC=CC2=CC=CC=C12)C=1C2=CC=CC=C2C(=C2C=CC=CC12)C1=CC=CC2=CC=CC=C12 9,10-dinaphthyl-Anthracene